3-amino-5-methoxy-6-(3-methyl-3H-imidazo[4,5-c]pyridin-7-yl)picolinonitrile NC=1C(=NC(=C(C1)OC)C=1C2=C(C=NC1)N(C=N2)C)C#N